4-bromopyridine-2-sulfonyl chloride BrC1=CC(=NC=C1)S(=O)(=O)Cl